N1(CCCN(CCCN(CCC1)CCNC(OC(C)(C)C)=O)CCNC(OC(C)(C)C)=O)CCNC(OC(C)(C)C)=O tri-tert-butyl ((1,5,9-triazacyclododecane-1,5,9-triyl)tris(ethane-2,1-diyl))tricarbamate